N-(4-fluorophenyl)-4-hydroxy-2-oxo-6-(6-trifluoromethylpyridin-3-yl)-1,2,5,6-tetrahydropyridine-3-carboxamide FC1=CC=C(C=C1)NC(=O)C=1C(NC(CC1O)C=1C=NC(=CC1)C(F)(F)F)=O